FCCN1N=CC(=C1)C1=NC=C(C=N1)C#CC=1C=NC(=NC1)N1C[C@@H](N(CC1)C1=NC=NC=C1)COC (R)-2-(1-(2-fluoroethyl)-1H-pyrazol-4-yl)-5-((2-(3-(methoxymethyl)-4-(pyrimidin-4-yl)piperazin-1-yl)pyrimidin-5-yl)ethynyl)pyrimidine